NC[C@]1([C@H]([C@@H](N([C@H]1CC(C)(C)C)CC)C(=O)N)C1=CC(=CC=C1)F)C1=C(C=C(C=C1)Cl)F (2R,3R,4S,5S)-4-(aminomethyl)-4-(4-chloro-2-fluorophenyl)-1-ethyl-3-(3-fluorophenyl)-5-neopentylpyrrolidine-2-carboxamide